C(C1=CC=CC=C1)OC=1C=C2CCNC(C2=CC1OC)\C=C\C1=C(C=C(C=C1)C=1C=NOC1)C 6-(benzyloxy)-7-methoxy-1-{(E)-2-[2-methyl-4-(1,2-oxazol-4-yl)phenyl]ethenyl}-1,2,3,4-tetrahydroisoquinoline